NNC(=N)C=1N=CC2=C(N1)CCN(C2C)C2=NC(=CC(=C2)OC)F N-amino-6-(6-fluoro-4-methoxy-2-pyridyl)-5-methyl-7,8-dihydro-5H-pyrido[4,3-d]pyrimidine-2-carboxamidine